O[C@@H]1CC[C@H](CC1)N1C=NC2=C(C1=N)C(=C(N2CC=2C=C(CNC(OC(C)(C)C)=O)C=CC2)C2=CC=CC=C2)C2=CC=CC=C2 tert-Butyl (3-((3-((trans)-4-hydroxycyclohexyl)-4-imino-5,6-diphenyl-3,4-dihydro-7H-pyrrolo[2,3-d]pyrimidin-7-yl)methyl)benzyl)carbamate